BrC=1C=NN(C1)CC(C)C 1-(4-bromo-1H-pyrazol-1-yl)-2-methylpropan